6-((4-ethynyl-2-fluorobenzyl)oxy)-3',6'-dihydro-[2,4'-bipyridine] C(#C)C1=CC(=C(COC2=CC=CC(=N2)C=2CC=NCC2)C=C1)F